C(C)OC(\C=C\C1=C(C=C(C=C1F)Br)F)=O (E)-3-(4-bromo-2,6-difluoro-phenyl)prop-2-enoic acid ethyl ester